4-PHENYL-4-PIPERIDINECARBOXALDEHYDE C1(=CC=CC=C1)C1(CCNCC1)C=O